6-bromo-3-(2-(3-fluorobicyclo[1.1.1]pentan-1-yl)-1-methyl-1H-imidazo[4,5-c]pyridin-7-yl)thieno[3,2-d]pyrimidine-2,4(1H,3H)-dione BrC1=CC=2NC(N(C(C2S1)=O)C=1C2=C(C=NC1)N=C(N2C)C21CC(C2)(C1)F)=O